FC(=C(F)F)F Perfluoroethen